N-((1R,3R,5S,7R)-3,5-dimethyladamantan-1-yl)-2-(1-(2-methylbutanoyl)piperidin-4-yl)acetamide C[C@]12CC3(CC(C[C@@](C1)(C3)C)C2)NC(CC2CCN(CC2)C(C(CC)C)=O)=O